C(C)(C)(C)OC(=O)N1C(C[C@@H](C1)CCC(C(=O)OC)NC1=NC(=CC=C1)S(N)(=O)=O)(C)C.ClC=1C(=CC2=C(N(C(=N2)C)C)C1)C=1C=C(N)C=CC1 3-(6-chloro-1,2-dimethyl-1H-benzo[d]imidazol-5-yl)aniline tert-butyl-(4S)-4-[4-methoxy-4-oxo-3-[(6-sulfamoyl-2-pyridyl)amino]butyl]-2,2-dimethyl-pyrrolidine-1-carboxylate